2,3-difluoro-α-methylbenzylamine FC1=C(C(C)N)C=CC=C1F